fluoro-diacetyl-phenol FC1=C(C(=C(C=C1)O)C(C)=O)C(C)=O